(E)-1-(4-(hydroxymethyl)-1H-imidazol-2-yl)ethan-1-one oxime OCC=1N=C(NC1)/C(/C)=N/O